FC1(C(N(CC1)C1=NC(=NC=C1)N1CCC(CC1)C(=O)N1OCC[C@H]1C1=NC=CN=C1)=O)F 3,3-difluoro-1-[2-[4-[(3S)-3-pyrazin-2-yl-1,2-oxazolidine-2-carbonyl]piperidin-1-yl]pyrimidin-4-yl]pyrrolidin-2-one